C[Si](C)(C1=CC=CC=C1)N[Si](C)(C)C2=CC=CC=C2 1,3-diphenyltetramethyldisilazane